2-((1H-pyrazolo[3,4-d]pyrimidin-4-yl)amino)-4-((2-methoxypropyl)(4-(5,6,7,8-tetrahydro-1,8-naphthyridin-2-yl)butyl)amino)butanoic acid N1N=CC=2C1=NC=NC2NC(C(=O)O)CCN(CCCCC2=NC=1NCCCC1C=C2)CC(C)OC